hexanyl chloride C(CCCCC)Cl